2-Tricos-5-enylbenzene-1,3-diol C(CCCC=CCCCCCCCCCCCCCCCCC)C1=C(C=CC=C1O)O